FC1=CC=C(C=C1)C1=C(C2=C(OCC1)C=C(C=C2)OC)C2=CC=C(C=C2)N2CCN(CC2)C(C)C 1-(4-(4-(4-fluorophenyl)-8-methoxy-2,3-dihydrobenzo[b]oxepin-5-yl)phenyl)-4-isopropylpiperazine